ClC1=CC(=CC=2N=C(OC21)C=2C(=C(C=CC2)C2=C(C(=CC=C2)C=2SC=1CN(CCC1N2)C)C)C)CN2CC(CC2)C(=O)O 1-((7-chloro-2-(2,2'-dimethyl-3'-(5-methyl-4,5,6,7-tetrahydrothiazolo[5,4-c]pyridin-2-yl)-[1,1'-biphenyl]-3-yl)benzo[d]oxazol-5-yl)methyl)pyrrolidine-3-carboxylic acid